C(C)OC=1C=C(C(=O)[O-])C=C(C1[N+](=O)[O-])NCC1OCC1 3-ethoxy-4-nitro-5-((oxetan-2-yl methyl)amino)benzoate